1-(1,2,3,5,6,7-hexahydropyrrolo[3,4-f]isoindol-4-yl)-N1-phenylbenzene-1,4-diamine C1NCC=2C1=CC=1CNCC1C2C2(CC=C(C=C2)N)NC2=CC=CC=C2